OC1=C(C2=CC=C3C4(CCC5(CCC(CC5C4(CCC3(C2=CC1=O)C)C)C)C)C)C 10-hydroxy-2,4a,6a,9,12b,14a-hexamethyl-11-oxo-1,2,3,4,4a,5,6,6a,11,12b,13,14,14a,14b-tetradecahydropicene